5-(5-((1R,5S,6r)-6-(1H-1,2,3-triazol-5-yl)-3-azabicyclo[3.1.0]hexan-3-yl)-1,3,4-oxadiazol-2-yl)-N-(4-chlorophenethyl)pyrimidin-2-amine N1N=NC=C1C1[C@H]2CN(C[C@@H]12)C1=NN=C(O1)C=1C=NC(=NC1)NCCC1=CC=C(C=C1)Cl